tert-amyl-cyclohexane C(C)(C)(CC)C1CCCCC1